ClC=1N=C(N2N=C(N=CC21)N[C@@H]2[C@@H](CN(CC2)C(CO)=O)F)C2(CCC2)CC 1-[(3R,4S)-4-{[5-chloro-7-(1-ethylcyclobutyl)imidazo[4,3-f][1,2,4]triazin-2-yl]amino}-3-fluoropiperidin-1-yl]-2-hydroxyethanone